CC=1C=C(C(=O)NN)C=CC1C 3,4-dimethylbenzoyl-hydrazine